C(C=C)(=O)O.C(C=C)(=O)O.C(C=C)(=O)O.C(C=C)(=O)O.[SiH3]O[SiH3] silylether tetraacrylate